di(tert-butyl)phenol C(C)(C)(C)C=1C(=C(C=CC1)O)C(C)(C)C